(3aR,5s,6aS)-2-((3,3-difluorocyclobutyl)methyl)-N-(6-(2,3,5-trifluorophenyl)pyridazin-3-yl)octahydrocyclopenta[c]pyrrol-5-amine FC1(CC(C1)CN1C[C@@H]2[C@H](C1)CC(C2)NC=2N=NC(=CC2)C2=C(C(=CC(=C2)F)F)F)F